1-(2-(2-bromoethoxy)phenyl)-5-(3,4-dimethoxyphenyl)-1,4-pentadien-3-one BrCCOC1=C(C=CC=C1)C=CC(C=CC1=CC(=C(C=C1)OC)OC)=O